C1(CC1)C1=CC=C2C(NC(N(C2=C1)C1=NC=CN=C1)=O)=O 7-cyclopropyl-1-(pyrazin-2-yl)quinazolin-2,4(1H,3H)-dione